palladium aminoacetate NCC(=O)[O-].[Pd+2].NCC(=O)[O-]